1-(4-(5-bromo-1H-imidazo[4,5-b]pyrazin-2-yl)piperidin-1-yl)ethan-1-one BrC=1N=C2C(=NC1)NC(=N2)C2CCN(CC2)C(C)=O